(2S,2'S)-dimethyl 2,2'-(5-cyanopyrimidine-2,4-diyl)bis(azanediyl)-bis(4-methylpentanoate) C(#N)C=1C(=NC(=NC1)N[C@H](C(=O)OC)CC(C)C)N[C@H](C(=O)OC)CC(C)C